[N+](=O)([O-])C1=CC(=C(N)C=C1)OC(=C)C 4-nitro-2-(prop-1-en-2-yloxy)aniline